[Ti].ClC1=C(C(C(=O)O)=CC(=C1)Cl)O 3,5-dichlorosalicylic acid titanium